C(CCC)N(C1=CC=C2C=CC(OC2=C1)=O)CCCC 7-(dibutylamino)coumarin